2-(benzylamino)-1-methylcyclopentan-1-ol C(C1=CC=CC=C1)NC1C(CCC1)(O)C